2-chloro-5-[6-[1-(trifluoromethyl)propoxy]-3-pyridyl]pyrazine ClC1=NC=C(N=C1)C=1C=NC(=CC1)OC(CC)C(F)(F)F